(1-acetyl-4-ethoxypiperidin-4-yl)-5-chloro-1,7-dimethyl-2-oxo-1,2-dihydro-1,6-naphthyridin-8-yl triflate O(S(=O)(=O)C(F)(F)F)C=1C(=NC(=C2C=C(C(N(C12)C)=O)C1(CCN(CC1)C(C)=O)OCC)Cl)C